1-O-tert-butyl 2-O-methyl (2R,4S)-4-pyrazol-1-ylpyrrolidine-1,2-dicarboxylate N1(N=CC=C1)[C@H]1C[C@@H](N(C1)C(=O)OC(C)(C)C)C(=O)OC